cobalt strontium iron oxide [O-2].[Fe+2].[Sr+2].[Co+2].[O-2].[O-2]